(R)-1-(4-chloro-2-cyanophenyl)-3-(isoquinolin-4-yl)-2-oxoimidazoline-4-carbonitrile ClC1=CC(=C(C=C1)N1C(N([C@H](C1)C#N)C1=CN=CC2=CC=CC=C12)=O)C#N